(S)-5-([1,2,4]Triazolo[1,5-a]pyridin-6-yl)-N-(1,1,1-trifluoropropan-2-yl)-7H-pyrrolo[2,3-d]pyrimidin-2-amine N=1C=NN2C1C=CC(=C2)C2=CNC=1N=C(N=CC12)N[C@H](C(F)(F)F)C